tert-Butyl (4R)-4-[(E,1R)-5-ethoxy-1-isobutyl-5-oxo-pent-3-enyl]-2,2-dimethyl-oxazolidine-3-carboxylate C(C)OC(/C=C/C[C@@H](CC(C)C)[C@H]1N(C(OC1)(C)C)C(=O)OC(C)(C)C)=O